1-tert-butyl-3,3-dimethylindoline C(C)(C)(C)N1CC(C2=CC=CC=C12)(C)C